adenosine 5'-triphosphate lithium salt [Li+].P([O-])(=O)(OP(=O)([O-])OP(=O)([O-])[O-])OC[C@@H]1[C@H]([C@H]([C@@H](O1)N1C=NC=2C(N)=NC=NC12)O)O.[Li+].[Li+].[Li+]